O=CCN (2-ketoethyl)ammonia